CC=1C=C(C2=C(CCO2)C1N1CCC(CC1)N1CCN(CC1)C)CC(=O)N (5-methyl-4-(4-(4-methylpiperazin-1-yl)piperidin-1-yl)-2,3-dihydrobenzofuran-7-yl)acetamide